1-(4-(Pyridin-4-ylmethyl)-3,4-dihydroquinoxalin-1(2H)-yl)-3-(pyrrolidin-1-yl)propan-1-one N1=CC=C(C=C1)CN1CCN(C2=CC=CC=C12)C(CCN1CCCC1)=O